2-methyl-3-oxo-N'-(2-((4-(trifluoromethyl)phenyl)amino)nicotinoyl)morpholine-2-carbohydrazide CC1(C(NCCO1)=O)C(=O)NNC(C1=C(N=CC=C1)NC1=CC=C(C=C1)C(F)(F)F)=O